Methyl (3S)-1-(3-fluoro-4-{6-[(1R)-1-methyl-1,2,3,4-tetrahydroisoquinoline-2-carbonyl]-8-phenylimidazo[1,2-a]pyridin-2-yl}phenyl)pyrrolidine-3-carboxylate FC=1C=C(C=CC1C=1N=C2N(C=C(C=C2C2=CC=CC=C2)C(=O)N2[C@@H](C3=CC=CC=C3CC2)C)C1)N1C[C@H](CC1)C(=O)OC